5-chlorobenzonitrile ClC=1C=CC=C(C#N)C1